N(=C=O)CCOC(C(CCCCN=C=O)N=C=O)=O 2-isocyanatoethyl-2,6-diisocyanatohexanoate